C(C)(C)(C)OC(=O)N1CCN(CC1)CCCN1CC(C1)NC1=NC=NC(=C1)C(NC[C@H](CN1CC2=CC=CC=C2CC1)O)=O tert-butyl-(R)-4-(3-(3-((6-((3-(3,4-dihydroisoquinolin-2(1H)-yl)-2-hydroxypropyl)carbamoyl)pyrimidin-4-yl)amino)azetidin-1-yl)propyl)piperazine-1-carboxylate